ClC1=CC2=C(N(C(N=C2N2[C@H](CN(CC2)C(=O)[O-])C)=O)C=2C(=NC=CC2C)C(C)C)N=C1C1=CC=CC2=CC=CC(=C12)C (S)-4-(6-chloro-1-(2-isopropyl-4-methylpyridin-3-yl)-7-(8-methylnaphthalen-1-yl)-2-Oxo-1,2-dihydropyrido[2,3-d]pyrimidin-4-yl)-3-methylpiperazine-1-carboxylate